COC1=CC=C(CN2CC3(CC3)S(C3=C(C2)C=CC=C3)(=O)=O)C=C1 4-(4-methoxybenzyl)-4,5-dihydro-3H-spiro[benzo[f][1,4]thiazepine-2,1'-Cyclopropane]-1,1-dioxide